C(CCCCCCCCCCCCCCCCC)(=O)OC(CO)C(C(CO)O)O 1,3,4,5-tetrahydroxypentan-2-yl stearate